C(C1=CC=CC=C1)N1C(N2C(C=C1C(F)(F)F)=NC(=C2)C2=NC=C(C=C2S(=O)(=O)CC)Br)=O 6-benzyl-2-(5-bromo-3-ethylsulfonyl-2-pyridyl)-7-(trifluoromethyl)-imidazo[1,2-c]pyrimidin-5-one